C(C)(C)(C)OC(C1=CC=C(C=C1)NC([C@H](CC1=CC=CC=C1)N1N=C(C(=CC1=O)C1=C(C=CC(=C1)Cl)C(C)=O)OCCOC)=O)=O (S)-4-(2-(4-(2-acetyl-5-chlorophenyl)-3-(2-methoxyethoxy)-6-oxopyridazin-1(6H)-yl)-3-phenylpropionamido)benzoic acid tert-butyl ester